ClC1=C(C=C(C=C1)Cl)C=1OC(=CN1)C(=O)O 2-(2,5-dichlorophenyl)oxazole-5-carboxylic acid